FC1=CC=C(C=C1)C1CN(C1)C(=O)C1=C(OC=2N=CN=C(C21)NC2(CC2)C)C 5-[3-(4-fluorophenyl)azetidine-1-carbonyl]-6-methyl-N-(1-methylcyclopropyl)furo[2,3-d]pyrimidin-4-amine